C(C1=CC=CC=C1)OC1=NC=C2C=CNC(C2=C1)=O 7-(benzyloxy)-2,6-naphthyridin-1(2H)-one